tert-Butyl 3-(2,5-dimethoxyphenyl)piperidine-1-carboxylate COC1=C(C=C(C=C1)OC)C1CN(CCC1)C(=O)OC(C)(C)C